(3E)-3-[1-[(6-chloro-3-pyridinyl)methyl]-2-pyridinylidene]-1,1,1-trifluoro-propan-2-one ClC1=CC=C(C=N1)CN1\C(\C=CC=C1)=C\C(C(F)(F)F)=O